2-[2-methoxy-5-(6-{[trans-4-(trifluoromethyl)cyclohexyl]methoxy}pyridazin-4-yl)phenyl]cyclopropanecarboxylic acid COC1=C(C=C(C=C1)C1=CN=NC(=C1)OC[C@@H]1CC[C@H](CC1)C(F)(F)F)C1C(C1)C(=O)O